C[C@@H](C#C)NC([O-])=O (S)-but-3-yn-2-ylcarbamate